C12N(CC(NC1)C2)C(=O)O 2,5-diazabicyclo[2.2.1]Heptane-2-carboxylic acid